CC1=C(C=2N(N=C1N1CC=3C=C(C=NC3CC1)N1C=3N(CC(C1)C)N=CC3)C(=NN2)C(F)(F)F)C 6-(7,8-dimethyl-3-(trifluoromethyl)-[1,2,4]triazolo[4,3-b]pyridazin-6-yl)-3-(6-methyl-6,7-dihydropyrazolo[1,5-a]pyrimidin-4(5H)-yl)-5,6,7,8-tetrahydro-1,6-naphthyridine